4-(4-cyclopentylpiperazin-1-yl)aniline C1(CCCC1)N1CCN(CC1)C1=CC=C(N)C=C1